ditoluene mesylate S(C)(=O)(=O)O.CC1=CC=CC=C1.CC1=CC=CC=C1